ClC=1C=CC=2N(C1)C(=CN2)SC=2C=CC=1C(=NC=C(N1)N1CCC3(CC1)[C@@H](C1=CC=CC=C1C3)N)N2 (S)-1'-(6-((6-chloroimidazo[1,2-a]pyridin-3-yl)thio)pyrido[2,3-b]pyrazin-2-yl)-1,3-dihydrospiro[indene-2,4'-piperidin]-1-amine